C(C)(C)(C)OCCN(CCC(C(=O)O)NC(=O)C1(COC1)C1=CC=CC=C1)CCCCC1=NC=2NCCCC2C=C1 4-[2-tert-butoxyethyl-[4-(5,6,7,8-tetrahydro-1,8-naphthyridin-2-yl)butyl]amino]-2-[(3-phenyloxetane-3-carbonyl)amino]butanoic acid